FC(C1=NN=C(O1)C1=CC(=C(C=C1)CN(C(=O)N1C=CS(C=C1)(=O)=N)C1=CC=C(C=C1)F)F)F N-[[4-[5-(difluoromethyl)-1,3,4-oxadiazol-2-yl]-2-fluoro-phenyl]methyl]-N-(4-fluorophenyl)-1-imino-1-oxo-1,4-thiazine-4-carboxamide